tert-butyl (3S,4S)-4-(3-(benzyloxy)-4-methoxyphenyl)-3-((R)-1-hydroxyethyl)-3-methylpyrrolidine-1-carboxylate C(C1=CC=CC=C1)OC=1C=C(C=CC1OC)[C@H]1[C@](CN(C1)C(=O)OC(C)(C)C)(C)[C@@H](C)O